CN(C(SC1=C(C(=CC=C1)F)C1=CC(=NO1)C(F)F)=O)C S-[2-[3-(difluoromethyl) isoxazol-5-yl]-3-fluoro-phenyl] N,N-dimethylthiocarbamate